COC1=CC=C(C=C1)CC=1SC=C(C1C(=O)N)C [(4-methoxyphenyl)methyl]-4-methylthiophene-3-carboxamide